ClC1=NC=2N(C=C1)N=C(C2C#N)C2=CC(=CC=C2)C#N 5-chloro-2-(3-cyanophenyl)pyrazolo[1,5-a]pyrimidine-3-carbonitrile